tert-butyl (S)-3-(4-chloro-2-methyl-6-(4,4,5,5-tetramethyl-1,3,2-dioxaborolan-2-yl)phenoxy)piperidine-1-carboxylate ClC1=CC(=C(O[C@@H]2CN(CCC2)C(=O)OC(C)(C)C)C(=C1)B1OC(C(O1)(C)C)(C)C)C